BrC1=NC2=C(C=CC=C2C=C1)Br 2,8-dibromoquinoline